C(C)(C)(C)OC(=O)N1[C@](C[C@H](CC1)NC(CNC(=O)OC(C)(C)C)=O)(C(=O)OCC1=CC=CC=C1)CCCCB1OC(C(O1)(C)C)(C)C (2R,4S)-4-(2-((tert-butoxycarbonyl)amino)acetamido)-2-(4-(4,4,5,5-tetramethyl-1,3,2-dioxaborolan-2-yl)butyl)piperidine-1,2-dicarboxylic acid 2-benzyl 1-(tert-butyl) ester